6-chloro-5-(4-((8-(difluoromethoxy)-2-methyl-3-oxo-3,4-dihydroquinoxalin-6-yl)methyl)piperazin-1-yl)-N-methylpyridinecarboxamide ClC1=C(C=CC(=N1)C(=O)NC)N1CCN(CC1)CC=1C=C2NC(C(=NC2=C(C1)OC(F)F)C)=O